4-chloro-1,2-phenylene bis(diisopropylcarbamate) C(C)(C)N(C(OC1=C(C=C(C=C1)Cl)OC(N(C(C)C)C(C)C)=O)=O)C(C)C